3-(2-chloro-4-fluorophenoxy)-N-[3-(methylsulfanyl)phenyl]-6-(trifluoromethyl)pyridazine-4-carboxamide ClC1=C(OC=2N=NC(=CC2C(=O)NC2=CC(=CC=C2)SC)C(F)(F)F)C=CC(=C1)F